1-(2-(3-bromophenyl)propan-2-yl)-3-(2-(2,6-dioxopiperidin-3-yl)-1-oxoisoindolin-5-yl)urea BrC=1C=C(C=CC1)C(C)(C)NC(=O)NC=1C=C2CN(C(C2=CC1)=O)C1C(NC(CC1)=O)=O